2,3,6,7-naphthalenetetracarboxylic Dianhydride C1=C2C=C3C(=CC2=CC4=C1C(=O)OC4=O)C(=O)OC3=O